6-(1-(2-(tert-butoxycarbonyl)benzyl)-1H-pyrazole-4-carbonyl)-2-(1-(trifluoromethyl)cyclopropane-1-carbonyl)-2,6-diazaspiro[3.4]octane-8-carboxylic acid C(C)(C)(C)OC(=O)C1=C(CN2N=CC(=C2)C(=O)N2CC3(CN(C3)C(=O)C3(CC3)C(F)(F)F)C(C2)C(=O)O)C=CC=C1